COC(=O)C1=CC=C(C=C1)C1N(CCCNC1)C(=O)OC(C)(C)C tert-Butyl 2-(4-(methoxycarbonyl)phenyl)-1,4-diazepane-1-carboxylate